FC1=C(C=C2CN(CC(C2=O)C=2C=NC=CC2)S(=O)(=O)C2=CC=C(C=C2)C#N)C=CC=C1 3-(2-fluorobenzylidene)-5-(3-pyridyl)-N-(4-cyanobenzenesulfonyl)-4-piperidone